N-(4-((2-((2-aminoethyl)amino)-2-oxoethyl)thio) 4-methylpentanoyl)-N-methyl-L-alaninate NCCNC(CSC(CCC(=O)N([C@@H](C)C(=O)[O-])C)(C)C)=O